FC=1C=C(C=CC1C1=NOC(=N1)C(F)(F)F)C=1SCC(N1)NS(=O)C(C)(C)C N-[2-[3-fluoro-4-[5-(trifluoromethyl)-1,2,4-oxadiazol-3-yl]phenyl]-4,5-dihydro-thiazol-4-yl]-2-methyl-propane-2-sulfinamide